(S)-3-(1-(tert-butoxycarbonyl)pyrrolidin-2-yl)propanoic acid C(C)(C)(C)OC(=O)N1[C@@H](CCC1)CCC(=O)O